rac-5-[(3aR,6aS)-5-[1-(2,2-difluoroethyl)-1H-pyrazolo[3,4-b]pyrazin-6-yl]-octahydropyrrolo[3,4-c]pyrrol-2-yl]-2-(trifluoromethyl)pyridine FC(CN1N=CC=2C1=NC(=CN2)N2C[C@H]1[C@@H](C2)CN(C1)C=1C=CC(=NC1)C(F)(F)F)F |r|